4-[2-(4-hydroxyphenyl)vinyl]phenolate OC1=CC=C(C=C1)C=CC1=CC=C(C=C1)[O-]